NCCC[Si](OCC)(C(C)C)C(C)C 3-aminopropyldiisopropyl-ethoxysilane